di(2-methylhexyl) phosphonate P(OCC(CCCC)C)(OCC(CCCC)C)=O